C(C1=CC=CC=C1)(=O)O[C@H](C)C1=CC2=C(N=C(N=C2)NC2CCC(CC2)NC(C)=O)C(=N1)NC(C)C (R)-1-(2-(((1r,4R)-4-acetamidocyclohexyl)amino)-8-(isopropylamino)pyrido[3,4-d]pyrimidin-6-yl)ethyl benzoate